FC=1C=C(CC=2C(=NC=C(N2)C2=CC=CC=C2)N[C@@H](CC2=CC=CC=C2)C(=O)OCC)C=CC1 Ethyl (3-(3-fluorobenzyl)-5-phenylpyrazin-2-yl)phenylalaninate